C(=O)(O)C(C)SC(=S)C(C(=O)O)C (((1-carboxyethyl)thio)thiocarbonyl)propanoic acid